CC(C)C1C(SCC1)=O 3-(1-Methylethyl)dihydro-2(3H)-thiophenon